COC(C(C(=O)OC)[C@@H](C[N+](=O)[O-])C1=C(C=C(C=C1F)O)F)=O |o1:8| (R*)-2-[1-(2,6-difluoro-4-hydroxyphenyl)-2-nitroethyl]malonic acid dimethyl ester